C1(CCCCC1)CN1N=CC(=C1C)C=1C(=NC(=CC1)N1CC2=C(C=CC=C2CC1)C(NC=1SC=2C(=NC=CC2)N1)=O)C(=O)NS(=O)(=O)CCCCCC(=O)OC methyl 6-(N-(3-(1-(cyclohexylmethyl)-5-methyl-1H-pyrazol-4-yl)-6-(8-(thiazolo[4,5-b]pyridin-2-ylcarbamoyl)-3,4-dihydroisoquinolin-2(1H)-yl)picolinoyl)sulfamoyl)hexanoate